C1(CCCCC1)CN1N=CC=2C=NC(=CC21)NC2=NC(=CC(=N2)N2CCN(CC2)C(=O)NCCOC)N2CCCC2 4-[2-{[1-(cyclohexylmethyl)-1H-pyrazolo[4,3-c]pyridin-6-yl]amino}-6-(pyrrolidin-1-yl)pyrimidin-4-yl]-N-(2-methoxyethyl)piperazine-1-carboxamide